1-(5-fluoro-6-(4-fluorophenyl)-4-(2-hydroxypropan-2-yl)pyridin-2-yl)-2-(4-(8-methoxyquinolin-6-yl)-1H-1,2,3-triazol-1-yl)ethan-1-one FC=1C(=CC(=NC1C1=CC=C(C=C1)F)C(CN1N=NC(=C1)C=1C=C2C=CC=NC2=C(C1)OC)=O)C(C)(C)O